C(C1=CC=CC=C1)(=O)C=1C=C(CC2C(NC(C(N2)=O)=C([2H])C=2N=CNC2C(C)(C)C)=O)C=CC1 3-(3-benzoylbenzyl)-6-((5-(tert-butyl)-1H-imidazol-4-yl)methylene-d)piperazine-2,5-dione